FC=1C=C(C=C(C1)OCC(C)(C)C)B(O)O (3-fluoro-5-(neopentyloxy)phenyl)boronic acid